3-(hydroxymethyl)-4-methylpiperidine-1-carboxylic acid tert-butyl ester C(C)(C)(C)OC(=O)N1CC(C(CC1)C)CO